ClC=1C(=C(C=CC1)N1CC(N(CC1=O)C(C(=O)OC)CC1=NN(C=C1)C([2H])([2H])[2H])=O)N1N=NC(=C1)Cl methyl 2-(4-(3-chloro-2-(4-chloro-1H-1,2,3-triazol-1-yl)phenyl)-2,5-dioxopiperazin-1-yl)-3-(1-(methyl-d3)-1H-pyrazol-3-yl)propanoate